FC(S(=O)(=O)C=1C=C(C=CC1)CN1CC2(CNC2)CC1)(F)F 6-[[3-(trifluoromethylsulfonyl)phenyl]methyl]-2,6-diazaspiro[3.4]octane